tetramethyluronium hexafluorophosphate salt F[P-](F)(F)(F)(F)F.CN(C(=[N+](C)C)O)C